2,2-difluoro-N-(1-methylpiperidin-4-yl)-2-phenoxyacetamide FC(C(=O)NC1CCN(CC1)C)(OC1=CC=CC=C1)F